O[C@@H]1[C@@H](CN(CC1)C1=C(C(N(C=2C=CC(=NC12)C#N)C)=O)C#N)C |r| (+/-)-8-(cis-4-hydroxy-3-methylpiperidin-1-yl)-5-methyl-6-oxo-5,6-dihydro-1,5-naphthyridine-2,7-dinitrile